6-((2-aminothiazol-4-yl)methyl)-4-methyl-2-(methylsulfinyl)-4,6-dihydro-5H-thiazolo[5',4':4,5]pyrrolo[2,3-d]pyridazin-5-one NC=1SC=C(N1)CN1N=CC2=C(C1=O)N(C1=C2SC(=N1)S(=O)C)C